S1C(=CC=C1)CN1CCNCC1 1-(thiophen-2-ylmethyl)piperazine